N-(2-FORMYL-5-METHOXY-PHENYL)-ACETAMIDE C(=O)C1=C(C=C(C=C1)OC)NC(C)=O